1-(4-bromophenyl)-5-methoxy-3-(trifluoromethyl)pyrazole BrC1=CC=C(C=C1)N1N=C(C=C1OC)C(F)(F)F